[Si](C)(C)(C(C)(C)C)C(C#C)O 1-(tert-Butyldimethylsilyl)-2-propyn-1-ol